9-(5-(2-hydroxy-4-(trifluoromethyl)phenyl)pyrido[2,3-d]pyridazin-8-yl)-1-oxa-4,9-diazaspiro[5.5]undecan-3-one OC1=C(C=CC(=C1)C(F)(F)F)C1=C2C(=C(N=N1)N1CCC3(CNC(CO3)=O)CC1)N=CC=C2